FC(OC=1C=2N(C=C(C1)C#N)C[C@@]1(CCCC3=C(C=CC=C13)F)N2)F (S)-8-(difluoromethoxy)-5'-fluoro-3',4'-dihydro-2'H,3H-spiro[imidazo[1,2-a]pyridine-2,1'-naphthalene]-6-carbonitrile